N1=CN=C(C2=C1SC1=C2CCC1)N1N=C(N=C1N)NC1=CC=C(C=C1)OCCN1CCCC1 1-(6,7-dihydro-5H-cyclopenta[4,5]Thieno[2,3-d]Pyrimidin-4-yl)-N3-(4-(2-(pyrrolidin-1-yl)ethoxy)phenyl)-1H-1,2,4-triazole-3,5-diamine